C1=CC2=C(C=CC(=C2)SSC3=CC4=C(C=C3)C=C(C=C4)O)C=C1O 6,6'-dihydroxy-2,2'-dinaphthyl disulfide